(S)-8-chloro-4-((5,6-difluoropyridin-3-yl)amino)-6-((pyridin-3-yl(1H-1,2,3-triazol-4-yl)methyl)amino)quinoline-3-carbonitrile ClC=1C=C(C=C2C(=C(C=NC12)C#N)NC=1C=NC(=C(C1)F)F)N[C@H](C=1N=NNC1)C=1C=NC=CC1